2-(2-Phenylacetyl)-2,7-diazaspiro[4.5]decane-6,8-dione C1(=CC=CC=C1)CC(=O)N1CC2(CC1)C(NC(CC2)=O)=O